C(#N)C1=C(C=C(C=C1)NC(N(CC1=NNC(=C1)C(F)(F)F)C=1C=NC(=NC1)OC)=O)C(F)F (4-Cyano-3-(difluoromethyl)phenyl)-1-(2-methoxypyrimidin-5-yl)-1-((5-(trifluoromethyl)-1H-pyrazol-3-yl)methyl)urea